decanic acid, ethyl ester C(CCCCCCCCC)(=O)OCC